NC1=NC=CC(=C1Cl)SC=1C=CC=2C(=NC=C(N2)N2C[C@H]3C[C@@H]([C@@H](C2)O3)N)N1 (1r,5r,6s)-3-(6-((2-amino-3-chloropyridin-4-yl)thio)pyrido[2,3-b]pyrazin-2-yl)-8-oxa-3-azabicyclo[3.2.1]octan-6-amine